ClC1=CC(=C(C#N)C=C1)N1CCCC1 4-chloro-2-(pyrrolidin-1-yl)benzonitrile